3,6-bis(pyridine-3-yl)-1,2,4,5-tetrazine N1=CC(=CC=C1)C=1N=NC(=NN1)C=1C=NC=CC1